C1(CC1)C(C(=O)O)O cyclopropyl-2-hydroxyacetic acid